COC(=O)C1=C(C=NC=C1)NC[C@@H]1CCOC2=C1C=CC(=C2)N(C2=CC=C(C=C2)C=2CCN(CC2)C)C 3-({[(4R)-7-{methyl-[4-(1-methyl-1,2,3,6-tetrahydropyridin-4-yl)phenyl]amino}-3,4-dihydro-2H-1-benzopyran-4-yl]methyl}amino)pyridine-4-carboxylic acid methyl ester